sodium (S)-3-hydroxybutyrate O[C@H](CC(=O)[O-])C.[Na+]